tert-Butyl 3-fluoro-3-(6-(acetoxymethyl)pyridin-2-yl)azetidine-1-carboxylate FC1(CN(C1)C(=O)OC(C)(C)C)C1=NC(=CC=C1)COC(C)=O